2,3-diisobutyl-2-cyanobutanoic acid-1-ethyl-4-n-butyl ester C(C)CCCCOC(C(C(C)CC(C)C)(C#N)CC(C)C)=O